OC(=O)C(F)(F)F.FC1=C(C=CC(=C1)C1=NC(=C2C(=N1)NN=C2)OCC2(CNC2)C)O 2-fluoro-4-(4-((3-methylazetidin-3-yl)methoxy)-1H-pyrazolo[3,4-d]pyrimidin-6-yl)phenol TFA salt